3-(4-(4-(2-(5-amino-8-(furan-2-yl)-2-oxothiazolo[5,4-e][1,2,4]triazolo[1,5-c]pyrimidin-3(2H)-yl)ethyl)piperazin-1-yl)-3-fluorophenyl)propanoic acid NC1=NC2=C(C=3N1N=C(N3)C=3OC=CC3)SC(N2CCN2CCN(CC2)C2=C(C=C(C=C2)CCC(=O)O)F)=O